5-bromo-N-cyclohexyl-4-(trifluoromethyl)pyridin-2-amine BrC=1C(=CC(=NC1)NC1CCCCC1)C(F)(F)F